C(#C)C1=CC=C(C=C1)C=1C2=CC=C(N2)C(=C2C=CC(C(=C3C=CC(=C(C=4C=CC1N4)C4=CC=C(C=C4)C#C)N3)C3=CC=C(C=C3)C#C)=N2)C2=CC=C(C=C2)C#C 5,10,15,20-tetrakis(4-ethynylphenyl)-porphyrin